ClC1=C(C(=CN(C1=O)C)C=1NC2=CC=C(C=C2C1C(C)C)C(=O)N(C1CCN(CC1)CCC)C1CC1)C 2-(5-chloro-1,4-dimethyl-6-oxo-1,6-dihydropyridin-3-yl)-N-cyclopropyl-3-isopropyl-N-(1-propylpiperidin-4-yl)-1H-indole-5-carboxamide